FC1(CC(C1)CN1N=CC(=C1)C1=C(N=C2N(C1=O)C=CC(=C2)OC)C(F)(F)F)F 3-{1-[(3,3-difluorocyclobutyl)methyl]-1H-pyrazol-4-yl}-8-methoxy-2-(trifluoromethyl)-4H-pyrido[1,2-a]pyrimidin-4-one